C[Si](C1CC=C(CC1)C=O)(C)C 4-(trimethylsilyl)cyclohexenecarboxaldehyde